C1(=CC=CC=C1)C1C(NCCCNCCNCCCNC1=O)=O 10-phenyl-1,4,8,12-tetraazacyclopentadecane-9,11-dione